C(C)(C)(C)OC(=O)N(CCN(C(=O)O[C@H](C(=O)OC(C)(C)C)CCCO[Si](C1=CC=CC=C1)(C1=CC=CC=C1)C(C)(C)C)C)C tert-butyl (2S)-2-[2-[tert-butoxycarbonyl(methyl)amino]ethyl-methyl-carbamoyl]oxy-5-[tert-butyl(diphenyl)silyl]oxy-pentanoate